tert-butyl ((3R)-1-(6-(1-oxo-1-(2-(6-(pyrrolidin-1-yl)pyrazine-2-carbonyl)hydrazineyl)propan-2-yl)pyridazin-3-yl)piperidin-3-yl)carbamate O=C(C(C)C1=CC=C(N=N1)N1C[C@@H](CCC1)NC(OC(C)(C)C)=O)NNC(=O)C1=NC(=CN=C1)N1CCCC1